4-(5-Bromopentyloxy)-N-((1r,4r)-4-(3-chloro-4-cyanophenoxy)cyclohexyl)benzamide BrCCCCCOC1=CC=C(C(=O)NC2CCC(CC2)OC2=CC(=C(C=C2)C#N)Cl)C=C1